ClC1=NN2C=3CCCN(C3C=NC2=C1)C1=CC=C(C=C1)[C@@H](C(F)(F)F)N(C(=O)C1CN(C1)C(=O)OC(C)(C)C)C Tert-butyl 3-[[(1S)-1-[4-(4-chloro-2,3,7,10-tetrazatricyclo[7.4.0.02,6]trideca-1(9),3,5,7-tetraen-10-yl)phenyl]-2,2,2-trifluoro-ethyl]-methylcarbamoyl]azetidine-1-carboxylate